(3-(benzyloxy)-2-((2-(5-(diethoxymethyl)-1H-1,2,3-triazol-1-yl)ethyl)carbamoyl)-4-oxopyridin-1(4H)-yl)carbamic acid tert-butyl ester C(C)(C)(C)OC(NN1C(=C(C(C=C1)=O)OCC1=CC=CC=C1)C(NCCN1N=NC=C1C(OCC)OCC)=O)=O